NCCCCCC(=O)NC1=CC(=CC=C1)OC 6-amino-N-(3-methoxyphenyl)hexanamide